6-[5,6-difluoro-8-(methylamino)-4-morpholino-9H-pyrido[2,3-b]indol-3-yl]-1-[2-(dimethylamino)butyl]-4-oxo-1,8-naphthyridine-3-carboxylic acid FC1=C2C3=C(NC2=C(C=C1F)NC)N=CC(=C3N3CCOCC3)C=3C=C1C(C(=CN(C1=NC3)CC(CC)N(C)C)C(=O)O)=O